O=C1NCCC1OCC1N(CC1)C=1C=NNC(C1C(F)(F)F)=O 2-oxo-3-((1-(6-oxo-5-(trifluoromethyl)-1,6-dihydropyridazin-4-yl)azetidin-2-yl)methoxy)pyrrolidin